(R)-1-(4-(2,6-bis(benzyloxy)pyridin-3-yl)-3,5-difluorophenyl)pyrrolidine-3-carboxylic acid tert-butyl ester C(C)(C)(C)OC(=O)[C@H]1CN(CC1)C1=CC(=C(C(=C1)F)C=1C(=NC(=CC1)OCC1=CC=CC=C1)OCC1=CC=CC=C1)F